ClC1=NC(=NC(=C1)NC=1C=NC=C(C1)C)C1CCC(N(C1)C(C)=O)C 1-(5-(4-chloro-6-((5-methylpyridin-3-yl)amino)pyrimidin-2-yl)-2-methylpiperidin-1-yl)ethan-1-one